2-chloroimidazo[2,1-b][1,3]thiazol ClC1=CN2C(S1)=NC=C2